FC(CCC(C(=O)O)CO)(F)F 5,5,5-trifluoro-2-(hydroxymethyl)pentanoic acid